COC[C@@H]1CN(CCN1)C(=O)OC(C)(C)C tert-butyl (3S)-3-(methoxymethyl)piperazine-1-carboxylate